C(C1=CC=CC=C1)(=O)N1CC2=CC=CC=C2C1 2-benzoyl-isoindoline